C(C1=CC=CC=C1)N1C2CC(CC1CC2)C#N 8-benzyl-8-azabicyclo[3.2.1]octane-3-carbonitrile